6-(4-fluorophenoxy)pyridin-3-amine FC1=CC=C(OC2=CC=C(C=N2)N)C=C1